1-[8-(6-methoxypyridazin-4-yl)-6H-isochromeno[3,4-b]pyridin-3-yl]-N-(2-methylbutan-2-yl)pyrrolidin-3-amine COC1=CC(=CN=N1)C=1C=CC2=C(C1)COC1=NC(=CC=C12)N1CC(CC1)NC(C)(CC)C